C[Si](C#CC=O)(C)C 3-trimethylsilyl-prop-2-ynal